2-(3-{[2-methoxy-4-(morpholine-4-sulfonyl)phenyl]amino}prop-1-yn-1-yl)-N-(1-methylpiperidin-4-yl)-1-(2,2,2-trifluoroethyl)-1H-indol-4-amine COC1=C(C=CC(=C1)S(=O)(=O)N1CCOCC1)NCC#CC=1N(C=2C=CC=C(C2C1)NC1CCN(CC1)C)CC(F)(F)F